folic acid octadecylamide C(CCCCCCCCCCCCCCCCC)NC(CC[C@@H](C(=O)O)NC(=O)C1=CC=C(NCC2=CN=C3N=C(N)NC(=O)C3=N2)C=C1)=O